COC1=C(C(=O)OCOC(N(CC=2SC(=NN2)C)C2=NC(=NC(=C2)OC[C@@H]2[C@H](C2)C2=NC=C(C=C2)C)C)=O)C=CC=C1 ({(2-Methyl-6-{[(1S,2S)-2-(5-methylpyridin-2-yl)cyclopropyl]methoxy} pyrimidin-4-yl)[(5-methyl-1,3,4-thiadiazol-2-yl)methyl]carbamoyl}oxy)methyl 2-methoxybenzoate